OCC1(CCC1)NC=1C2=C(N=C(N1)N1CC3=CC=C(C=C3C1)C#N)CC[S@]2=O |r| (R/S)-2-(4-((1-(hydroxymethyl)cyclobutyl)amino)-5-oxido-6,7-dihydrothieno[3,2-d]pyrimidin-2-yl)isoindoline-5-carbonitrile